N-(2,4-dimethoxybenzyl)-5-nitro-2-[4-(trifluoromethyl)-1H-pyrazol-1-yl]benzenesulfonamide COC1=C(CNS(=O)(=O)C2=C(C=CC(=C2)[N+](=O)[O-])N2N=CC(=C2)C(F)(F)F)C=CC(=C1)OC